Imidazo[4,5-d]pyrimidone N=1C(N=C2N=CN=CC21)=O